CN(CCOC=1N=C(C(=NC1C1=CC=CC=2N(C=NC21)C)C(=O)N)NC2=CC=C(C=C2)N2CCOCC2)C 5-[2-(Dimethylamino)ethoxy]-6-(1-methylbenzimidazol-4-yl)-3-(4-morpholinoanilino)pyrazine-2-carboxamide